C(#C)C=1SC=C(N1)NC(=O)NC1=NC=NC2=CC(=CC=C12)C1=C(C=CC=C1OC)F 1-(2-Ethynylthiazol-4-yl)-3-(7-(2-fluoro-6-methoxyphenyl)quinazolin-4-yl)urea